ClC=1C=CC=C2C=CC=C(C12)N1CC=2N=C(N=C(C2CC1)N1C[C@@H](N(CC1)C(C(=C([2H])[2H])[2H])=O)CC#N)OC[C@H]1N(CCC1)C 2-[(2S)-4-[7-(8-chloro-1-naphthyl)-2-[[(2S)-1-methylpyrrolidin-2-yl]methoxy]-6,8-dihydro-5H-pyrido[3,4-d]pyrimidin-4-yl]-1-(2,3,3-trideuterioprop-2-enoyl)piperazin-2-yl]acetonitrile